COC(N[C@H](C(NC=1C(N(C=CC1)CC1=NC2=NC=NC(=C2N1)CCC1=CC=CC=C1)=O)=O)CC\C=C\C(=O)N(C)C)=O Methyl-(S,E)-(7-(dimethylamino)-1,7-dioxo-1-((2-oxo-1-((6-phenethyl-7H-purin-8-yl)methyl)-1,2-dihydropyridin-3-yl)amino)hept-5-en-2-yl)carbamat